COCOC1=CC=C(C=2SC=CC21)C=O 4-(methoxymethoxy)benzo[b]thiophene-7-carbaldehyde